N-[(2R)-2-hydroxypropyl]-4-methyl-benzenesulfonamide O[C@@H](CNS(=O)(=O)C1=CC=C(C=C1)C)C